C12C3OCCCC3CCCCN3CCC4(C3CCC(CC1)CC2)NCCOC4 oxa-12'-azaspiro[morpholine-3,15'-tetracyclo[17.2.2.02,7.012,16]tricosane]